3-(2-ethylcyclohexyloxy)-1,2-propanediol C(C)C1C(CCCC1)OCC(CO)O